ClC=1C=C2C(=CC1)NC(C21CCN(CC1)CCOC1=CC(=C(C(=O)NC2CS(CC2)(=O)=O)C=C1)F)=O 4-(2-{5-chloro-2-oxo-1,2-dihydrospiro[indole-3,4'-piperidin]-1'-yl}ethoxy)-N-(1,1-dioxo-1lambda6-thiolan-3-yl)-2-fluorobenzamide